N-methoxy-N,3,3-trimethyl-2,3-dihydrofuro[3,2-b]pyridine-5-carboxamide CON(C(=O)C1=CC=C2C(=N1)C(CO2)(C)C)C